1-(chloromethyl)-4-(cyclopropylsulfonyl)benzene ClCC1=CC=C(C=C1)S(=O)(=O)C1CC1